C(#N)C1=CC=C(OC2=NC(=NC=C2C(=O)NC(C)C=CS(=O)(=O)C)C2CCCC2)C=C1 4-(4-cyanophenoxy)-2-cyclopentyl-N-(4-(methylsulfonyl)but-3-en-2-yl)pyrimidine-5-carboxamide